C(#N)C1(CC1)C=1C=C(C(=NC1)C(=O)NC1=C(C=CC(=C1)SC(F)(F)F)O)SCC 5-(1-cyanocyclopropyl)-3-ethylsulfanyl-N-[2-hydroxy-5-(trifluoromethyl-sulfanyl)phenyl]pyridine-2-carboxamide